COCC(COC)NC1=CC(=NC(C1)C)S(=O)C 4-((1,3-dimethoxypropan-2-yl)amino)-6-methyl-2-(methylsulfinyl)-5,6-dihydropyridine